(methyl-d3)magnesium iodide C([2H])([2H])([2H])[Mg]I